C(CCCC)OC1=NC=CC(=N1)NC1=C(C(=O)O)C=CC=C1 2-{[2-(Pentyloxy)pyrimidin-4-yl]amino}benzoic acid